[Na+].OC(C(=O)[O-])CC hydroxybutyric acid sodium salt